N-((1r,3r)-3-(3-chloro-4-cyanophenoxy)-2,2,4,4-tetramethyl-cyclobutyl)-6-(4-(5-((4-(2,4-dioxo-3,4-dihydropyrimidin-1(2H)-yl)isoquinolin-7-yl)oxy)pentyl)piperazin-1-yl)nicotinamide ClC=1C=C(OC2C(C(C2(C)C)NC(C2=CN=C(C=C2)N2CCN(CC2)CCCCCOC2=CC=C3C(=CN=CC3=C2)N2C(NC(C=C2)=O)=O)=O)(C)C)C=CC1C#N